2-Eicosanol CC(CCCCCCCCCCCCCCCCCC)O